P(=O)(O)(O)O.C1(CCCC1)C(CC#N)N1N=CC(=C1)C=1C2=C(N=CN1)NC=C2 3-cyclopentyl-3-[4-(7H-pyrrolo[2,3-d]pyrimidin-4-yl)-1H-pyrazol-1-yl]propionitrile phosphate